2-(2-hydroxypropan-2-yl)-N'-((2-phenyl-6,7-dihydro-5H-cyclopenta[b]pyridin-4-yl)carbamoyl)thiazole-5-sulfonimidamide OC(C)(C)C=1SC(=CN1)S(=O)(N)=NC(NC1=C2C(=NC(=C1)C1=CC=CC=C1)CCC2)=O